4-(5-{[(5-Chlorothiophen-2-yl)methyl]amino}-1H-pyrazol-3-yl)-N,N-dimethylpiperidin-1-sulfonamid ClC1=CC=C(S1)CNC1=CC(=NN1)C1CCN(CC1)S(=O)(=O)N(C)C